ClC1=CC=C(C=C1)[C@@]1(N(C(C2=CC(=CC(=C12)F)C(C)(O)C1CCC1)=O)CC1=CC=C(C=N1)C#N)OCCO 6-{[(1R)-1-(4-Chlorophenyl)-5-(1-cyclobutyl-1-hydroxyethyl)-7-fluoro-1-(2-hydroxyethoxy)-3-oxo-2,3-dihydro-1H-isoindol-2-yl]methyl}pyridin-3-carbonitril